OC(CCCCCCCCCCCCCCCC(=O)O)CC=CCCCC 17-Hydroxy-tetracos-19-enoic acid